2-chloro-1,1,3-trifluoropropene ClC(=C(F)F)CF